tributyl-(ethyl)phosphonium diethyl-phosphate C(C)OP(=O)(OCC)[O-].C(CCC)[P+](CC)(CCCC)CCCC